CN1CCC(CC1)OC1=CC(=NC(=C1)NC1CNCCC1)NC=1SC(=CN1)C 4-((1-methylpiperidin-4-yl)oxy)-N2-(5-methylthiazol-2-yl)-N6-(piperidin-3-yl)pyridin-2,6-diamine